C(C)(C)(C)OC(=O)NCCC(C(C(=O)[O-])N[S@@](=O)C1=C(C=C(C=C1C)C)C)(C)C 5-((tert-butoxycarbonyl) amino)-2-(((S)-mesitylsulfinyl) amino)-3,3-dimethylvalerate